BrC1=CNC2=NC=C(C(=C21)C)F 3-bromo-5-fluoro-4-methyl-1H-pyrrolo[2,3-b]pyridine